C(C)(C)(C)OC(NCCN1C=C2C(=NC=3C=C(C=CC3C2=C1)C1=CC=NN1C1OCCCC1)N)=O (2-[4-amino-7-[1-(Oxan-2-yl)-1H-pyrazol-5-yl]-2H-pyrrolo[3,4-c]quinolin-2-yl]ethyl)carbamic acid tert-butyl ester